3-(methylsulfonamido)benzenesulfonamide CS(=O)(=O)NC=1C=C(C=CC1)S(=O)(=O)N